C(=O)C=1C(=NC(=NC1)SC)NC=1C=C(C=CC1)NC(OC(C)(C)C)=O tert-butyl N-[3-[(5-formyl-2-methylsulfanyl-pyrimidin-4-yl)amino]phenyl]carbamate